1-bromo-3-(4-bromobutoxy)-2-methyl-benzene BrC1=C(C(=CC=C1)OCCCCBr)C